(R,E)-1-(4-(4-((4-([1,2,4]triazolo[1,5-a]pyridin-7-yloxy)-3-methylphenyl)amino)pyrrolo[2,1-f][1,2,4]triazin-5-yl)azepan-1-yl)-4-(dimethylamino)but-2-en-1-one N=1C=NN2C1C=C(C=C2)OC2=C(C=C(C=C2)NC2=NC=NN1C2=C(C=C1)[C@H]1CCN(CCC1)C(\C=C\CN(C)C)=O)C